FC([C@H]1NC(OC1)=O)F (S)-4-Difluoromethyl-oxazolidin-2-one